6'-(((1S,3S)-3-(thieno[3,2-d]pyrimidin-2-ylamino)cyclopentyl)amino)-2H-[1,3'-bipyridin]-2-one N1=C(N=CC2=C1C=CS2)N[C@@H]2C[C@H](CC2)NC2=CC=C(C=N2)N2C(C=CC=C2)=O